bis(2,3-dihydroxypropyl) 3,3'-thiodipropionate S(CCC(=O)OCC(CO)O)CCC(=O)OCC(CO)O